3-(3-isopropyl-1,2,4-oxadiazol-5-yl)prop-2-en-1-one C(C)(C)C1=NOC(=N1)C=CC=O